[OH-].C[N+](CC(CC)O)(C)C N,N,N-Trimethyl-N-(2-hydroxybutyl)-ammonium hydroxide